[Sn].[Cu].[Pb].[Zn] zinc-lead-copper-tin